Cyclopentylpropanenitrile Phosphoric Acid Salt P(O)(O)(O)=O.C1(CCCC1)C(C#N)C